2-amino-9-((1S,3R,4S)-4-hydroxy-3-(hydroxymethyl)-2-methylenecyclopentyl)-1,9-dihydro-6H-purin-6-one NC=1NC(C=2N=CN(C2N1)[C@@H]1C([C@@H]([C@H](C1)O)CO)=C)=O